CC1=C2C=C(C(=O)N(C2=NC(=N1)N)C3CCC(CC3)OCCO)C4=CN=C(C=C4)OC 2-amino-6-(6-methoxypyridin-3-yl)-4-methyl-8-[(1R,4R)-4-(2-hydroxyethoxy)cyclohexyl]-7H,8H-pyrido[2,3-d]pyrimidin-7-one